(R)-N-(4-cyclobutyl-5-cyclohexyl-1-methyl-1H-pyrazol-3-yl)-2-(2,2,3,3-tetrafluorocyclobutyl)acetamide C1(CCC1)C=1C(=NN(C1C1CCCCC1)C)NC(C[C@H]1C(C(C1)(F)F)(F)F)=O